10-(diethylamino)-5,6-dihydro-3-methoxybenzo[C]xanthylium bis(2-ethylhexyl)sulfosuccinate C(C)C(CC(C(C(=O)[O-])S(=O)(=O)O)(C(=O)[O-])CC(CCCC)CC)CCCC.C(C)N(C1=CC2=[O+]C=3C4=C(CCC3C=C2C=C1)C=C(C=C4)OC)CC.C(C)N(CC)C4=CC1=[O+]C=2C3=C(CCC2C=C1C=C4)C=C(C=C3)OC